FC=1C=CC2=C(C(C=C(O2)[C@H]2OCCC2)=O)C1 (S)-6-fluoro-2-((S)-tetrahydrofuran-2-yl)benzopyran-4-one